7-cyclopentyl-N,N-dimethyl-2-[(5-piperazin-1-yl-2-pyridinyl)-amino]pyrrolo[2,3-d]pyrimidine-6-carboxamide C1(CCCC1)N1C(=CC2=C1N=C(N=C2)NC2=NC=C(C=C2)N2CCNCC2)C(=O)N(C)C